(S)-2-(1-aminoethyl)-5-bromo-3-phenylquinazolin-4(3H)-one N[C@@H](C)C1=NC2=CC=CC(=C2C(N1C1=CC=CC=C1)=O)Br